C(C)C=1C(=NNC1C=1C=C(C=2N(C1)N=CN2)C)C(=O)NC2CCNCC2 4-ethyl-5-(8-methyl-[1,2,4]triazolo[1,5-a]pyridin-6-yl)-N-(piperidin-4-yl)-1H-pyrazole-3-carboxamide